CC1=CC(=NN1COCC[Si](C)(C)C)C=1SC=CC1NC(OC(C)(C)C)=O tert-Butyl [2-(5-methyl-1-[[2-(trimethylsilyl)ethoxy]methyl]-1H-pyrazol-3-yl)-3-thienyl]carbamate